5-(4,4-dimethyl-4,5-dihydrooxazol-2-yl)quinazoline-4,6-diamine CC1(N=C(OC1)C1=C2C(=NC=NC2=CC=C1N)N)C